COC1=C(CNC2=C3C(=NC=N2)N(N=C3I)C3CN(CCC3)C(=O)OC(C)(C)C)C=CC(=C1)OC Tert-Butyl 3-(4-((2,4-Dimethoxybenzyl)Amino)-3-Iodo-1H-Pyrazolo[3,4-D]Pyrimidin-1-Yl)Piperidine-1-Carboxylate